FC=1C=C(C=NC1C#CC1=CC=CC=C1)OC1=C(N=NN1)C(=O)O 5-((5-fluoro-6-(phenylethynyl)pyridin-3-yl)oxy)-1H-1,2,3-triazole-4-carboxylic acid